N1(C=NC=C1)C(C)=NC1=CC(=C(C=C1)C)F N-(1-(1H-Imidazol-1-yl)ethylidene)-3-fluoro-4-methylaniline